1-phenylpropan-2-ylcarbamate C1(=CC=CC=C1)CC(C)NC([O-])=O